4-({[(benzyloxy)carbonyl]amino}methyl)bicyclo[2.2.2]octane-1-carboxylic acid C(C1=CC=CC=C1)OC(=O)NCC12CCC(CC1)(CC2)C(=O)O